C(=O)O.C(CCC)[Li] n-butyllithium format